(2s,4s)-5-{2-[(tert-butyldimethylsilyl)oxy]ethyl}-7-[(4-methoxyphenyl)methyl]-6,8-dioxo-5,7-diazaspiro[3.4]octane-2-carboxylic acid methyl ester COC(=O)C1CC2(C1)N(C(N(C2=O)CC2=CC=C(C=C2)OC)=O)CCO[Si](C)(C)C(C)(C)C